tert-butyl (2R)-4-hydroxy-2-methylpiperidine-1-carboxylate OC1C[C@H](N(CC1)C(=O)OC(C)(C)C)C